FC1=C(C(=O)N(C=2N=CC=C3C2SC=C3C(=C)C)[C@H]3CNCCC3)C=CC(=C1)C=1N=NN(C1)C (R)-2-fluoro-4-(1-methyl-1H-1,2,3-triazol-4-yl)-N-(piperidin-3-yl)-N-(3-(prop-1-en-2-yl)thieno[2,3-c]pyridin-7-yl)benzamide